4-(6-(7-azabicyclo[2.2.1]hept-7-yl)-4-chloropyridineamido)benzoic acid C12CCC(CC1)N2C2=CC(=CC(=N2)C(=O)NC2=CC=C(C(=O)O)C=C2)Cl